(1,2,2,6,6-pentamethyl-4-piperidyl)butane tetraformate C(=O)O.C(=O)O.C(=O)O.C(=O)O.CN1C(CC(CC1(C)C)CCCC)(C)C